C(C)(C)(C)OC(=O)N1C2(CC(C1)C2)COS(=O)(=O)C2=CC=C(C)C=C2 ((tosyloxy)methyl)-2-azabicyclo[2.1.1]hexane-2-carboxylic acid tert-butyl ester